N-(4-Bromo-2-fluorobenzyl)-3-(tert-butyl)-1,2,4-oxadiazole-5-carboxamide BrC1=CC(=C(CNC(=O)C2=NC(=NO2)C(C)(C)C)C=C1)F